(5'S,7a'R)-3-[(3-fluorophenyl)methoxy]-5'-(pyrazin-2-yl)tetrahydro-3'H-spiro[cyclobutane-1,2'-pyrrolo[2,1-b][1,3]oxazol]-3'-one FC=1C=C(C=CC1)COC1CC2(C(N3[C@H](O2)CC[C@H]3C3=NC=CN=C3)=O)C1